FC=1C=C(C=C(C1C(=O)OC)C)C1CN(C1)C(=O)OC(C)(C)C tert-butyl 3-(3-fluoro-4-(methoxycarbonyl)-5-methylphenyl)azetidine-1-carboxylate